3-Methyl-6-(2-methyl-1-oxo-1,2,3,4-tetrahydropyrazino[1,2-b]indazol-8-yl)-3,4-dihydropyridine-1(2H)-carboxylic acid tert-butyl ester C(C)(C)(C)OC(=O)N1CC(CC=C1C=1C=CC2=C3N(N=C2C1)CCN(C3=O)C)C